2-(4-methylpiperazin-1-yl)-5-(trifluoromethoxy)pyridin-4-amine CN1CCN(CC1)C1=NC=C(C(=C1)N)OC(F)(F)F